N-(1-methylcyclopropyl)-2,4-dioxo-1,2,3,4-tetrahydroquinazoline-6-sulfonamide CC1(CC1)NS(=O)(=O)C=1C=C2C(NC(NC2=CC1)=O)=O